1-(4-((3-nitro-6-phenylpyridin-2-yl)amino)phenyl)ethan-1-ol [N+](=O)([O-])C=1C(=NC(=CC1)C1=CC=CC=C1)NC1=CC=C(C=C1)C(C)O